(R)-(1,3-dimethyl-azetidin-3-yl)-[5-((2r,6s)-2,6-dimethyl-morpholin-4-yl)-pyridin-3-yl]-(4-isopropyl-phenyl)-methanol CN1CC(C1)(C)[C@](O)(C1=CC=C(C=C1)C(C)C)C=1C=NC=C(C1)N1C[C@H](O[C@H](C1)C)C